6-({5-chloro-2-oxo-2H-[1,3'-bipyridine]-6'-yl}amino)-4-{[3-methoxy-4-(1-methyl-1H-1,2,4-triazol-3-yl)pyridin-2-yl]amino}-N-(2H3)methylpyridazine-3-carboxamide ClC=1C=CC(N(C1)C=1C=NC(=CC1)NC1=CC(=C(N=N1)C(=O)NC([2H])([2H])[2H])NC1=NC=CC(=C1OC)C1=NN(C=N1)C)=O